(3-FORMYL-2-METHYL-PHENYL)-CARBAMIC ACID BENZYL ESTER C(C1=CC=CC=C1)OC(NC1=C(C(=CC=C1)C=O)C)=O